1-allyl-3-vinyl-imidazole bromine salt [Br].C(C=C)N1CN(C=C1)C=C